COC1=C(C=C(C(=O)NC2(CC3=CC=CC=C3C2)C(=O)OC)C=C1)OCCC1=CC(=CC=C1)C Methyl 2-(4-methoxy-3-(3-methylphenethoxy)benzamido)-2,3-dihydro-1H-indene-2-carboxylate